2'-acetyl-3-chloro-4-hydroxy-5',6-dimethyl-2H-[1,4'-bipyridin]-2-one C(C)(=O)C1=NC=C(C(=C1)N1C(C(=C(C=C1C)O)Cl)=O)C